CC=1SC(=C(N1)C1=CC=CC=C1)OC1=CC(=NC=C1)NC1=CC=C(C=C1)OCCN1CCCCC1 4-((2-methyl-4-phenylthiazol-5-yl)oxy)-N-(4-(2-(piperidin-1-yl)ethoxy)phenyl)pyridine-2-Amine